NCC1=CN=NN1[C@H](C(=O)OC)CC1=CC=C(C=C1)O Methyl (2S)-2-[5-(aminomethyl)triazol-1-yl]-3-(4-hydroxyphenyl)propanoate